(2-methyl-2H-1,2,3-triazol-4-yl)methanol CN1N=CC(=N1)CO